C[C@H]1C[C@@]2(CN1CC1=C(N=C(S1)NC(C)=O)F)CC=1C(=CN(C(C1)=O)C)O2 N-(5-(((2R,5'S)-5',6-Dimethyl-5-oxo-5,6-dihydro-3H-spiro[furo[2,3-c]pyridine-2,3'-pyrrolidin]-1'-yl)methyl)-4-fluorothiazol-2-yl)acetamide